(S)-2-((tert-butoxycarbonyl)amino)-3-(3-((2-(3,5-dichlorophenyl)benzo[d]oxazole-6-carbonyl)oxy)phenyl)propanoic acid C(C)(C)(C)OC(=O)N[C@H](C(=O)O)CC1=CC(=CC=C1)OC(=O)C1=CC2=C(N=C(O2)C2=CC(=CC(=C2)Cl)Cl)C=C1